7-({1-[amino(2,4-dihydroxyphenyl)acetyl]azetidin-3-yl}oxy)-2-hydroxy-3,4-dihydro-2H-1,2-benzoxaborinine-8-carboxylic Acid Hydrochloride Cl.NC(C(=O)N1CC(C1)OC1=C(C2=C(CCB(O2)O)C=C1)C(=O)O)C1=C(C=C(C=C1)O)O